triethyl-(1,2,2-trifluorovinyl)silane C(C)[Si](C(=C(F)F)F)(CC)CC